Cl.ClCC1=NNC=C1 3-(chloromethyl)-1H-pyrazole HCl